ClC=1C=CC2=C(N=C(O2)C23CC(C2)(C3)NC(=O)C=3OC(=CC3)SC3CC3)C1 N-[3-(5-chloro-1,3-benzoxazol-2-yl)-1-bicyclo[1.1.1]pentanyl]-5-cyclopropylsulfanyl-furan-2-carboxamide